O=S1(C2=C(C=C1COC(=O)Cl)C=CC=C2)=O 1,1-dioxobenzo[b]thiophene-2-yl-methyloxy-carbonyl chloride